C1(CC1)C1=CC(=NN1)NC1=NC(=NC=C1)N(C1CCC(CC1)NS(=O)(=O)C1=CC(=CC=C1)S(=O)(=O)C)C N-((1R,4R)-4-((4-((5-cyclopropyl-1H-pyrazol-3-yl)amino)pyrimidin-2-yl)(methyl)amino)cyclohexyl)-3-(methylsulfonyl)benzenesulfonamide